ClC=1C=CC(=C(C1)CC(=O)O)CN1[C@@](C2=C(C=C(C=C2C1=O)[C@@](CC)(C1CCOCC1)O)F)(OC)C1=CC=C(C=C1)Cl 2-(5-chloro-2-{1-[(1R)-1-(4-chlorophenyl)-7-fluoro-5-[(1R)-1-hydroxy-1-(oxan-4-yl)propyl]-1-methoxy-3-oxo-2,3-dihydro-1H-isoindol-2-yl]methyl}phenyl)acetic acid